1-octyl-1H-1,2,3-triazole C(CCCCCCC)N1N=NC=C1